C(#N)[C@@]1(COCC2=CC=C(C=C12)C(=O)NCC1=NC=CC(=C1)CCC1=CC=CC=C1)C (4R)-4-Cyano-4-methyl-N-[[4-(2-phenylethyl)-2-pyridyl]methyl]isochromane-6-carboxamide